tert-butyl (R)-2-benzyl-7-oxoazepane-1-carboxylate C(C1=CC=CC=C1)[C@@H]1N(C(CCCC1)=O)C(=O)OC(C)(C)C